tert-butyl (S)-6-(4-methyl-4,5-dihydro-oxazol-2-yl)-3',6'-dihydro-[3,4'-bipyridine]-1'(2'H)-carboxylate C[C@@H]1N=C(OC1)C1=CC=C(C=N1)C=1CCN(CC1)C(=O)OC(C)(C)C